2-Phenyl-4-methyl-1,3-dioxan C1(=CC=CC=C1)C1OCCC(O1)C